trans-2-(4-((6-(1-Isopropyl-1H-pyrazol-4-yl)pyrazin-2-yl)((4-(4-methoxy-3-methylphenyl)bicyclo[2.2.2]octan-1-yl)methyl)carbamoyl)cyclohexyl)acetic acid C(C)(C)N1N=CC(=C1)C1=CN=CC(=N1)N(C(=O)[C@@H]1CC[C@H](CC1)CC(=O)O)CC12CCC(CC1)(CC2)C2=CC(=C(C=C2)OC)C